CC1(C(C(=NO1)C1=CC(=C(C(=O)N([C@H]2CNCCC2)C2=NC=CC3=C2C=C(S3)C#CCOC)C=C1)C)=O)C (R)-4-(5,5-dimethyl-4-oxo-4,5-dihydroisoxazol-3-yl)-N-(2-(3-methoxyprop-1-yn-1-yl)thieno[3,2-c]pyridin-4-yl)-2-methyl-N-(piperidin-3-yl)benzamide